CC1=CC(OC(=C1)C)=O 4,6-Dimethyl-2H-pyran-2-one